NC1=CC=C(OC2=NC=CC=C2C2=NC(=NC=C2)NC2CCC(CC2)NC(OC(C)(C)C)=O)C=C1 O-t-butyl N-[4-[(1r,4r)-[4-[2-(4-aminophenoxy)-3-pyridyl]pyrimidin-2-yl]amino]cyclohexyl]carbamate